2-(2,6-dioxopiperidin-3-yl)-3-oxoisoindoline-4-carbonitrile O=C1NC(CCC1N1CC=2C=CC=C(C2C1=O)C#N)=O